OC(C(=O)ONC1=C(C=CC=C1Cl)Cl)C1=CC=CC=C1 ((2,6-dichlorophenyl) amino) hydroxyphenylacetate